BrC=1C=CC=2N(C1)C(=CN2)C(=O)N2CCCC2 (6-bromoimidazo[1,2-a]pyridin-3-yl)-pyrrolidin-1-ylmethanone